(S)-3-amino-3-(2',3'-dimethylbiphenyl-3-yl)propionic acid ethyl ester C(C)OC(C[C@@H](C=1C=C(C=CC1)C1=C(C(=CC=C1)C)C)N)=O